7-diphenylphosphoryloxy-3-isobutyl-2,3,4,5-tetrahydroazepine-1-carboxylate C1(=CC=CC=C1)P(=O)(C1=CC=CC=C1)OC1=CCCC(CN1C(=O)[O-])CC(C)C